Methyl-6-hydroxy-cyclohexen-1-one CC=1C(C(CCC1)O)=O